ICC1=CC=C(C(=O)O)C=C1 4-(iodomethyl)benzoic acid